3-[1-oxo-5-[(3S)-pyrrolidin-3-yl]oxyisoindolin-2-yl]piperidine-2,6-dione, hydrochloride Cl.O=C1N(CC2=CC(=CC=C12)O[C@@H]1CNCC1)C1C(NC(CC1)=O)=O